N-[[3-chloro-5-(trifluoromethyl)pyridin-2-yl]methyl]-1-(2-methoxyphenyl)-5-oxopyrrolidine-3-carboxamide ClC=1C(=NC=C(C1)C(F)(F)F)CNC(=O)C1CN(C(C1)=O)C1=C(C=CC=C1)OC